C1(=CC=C(C=C1)[C@@]1(CC[C@@]2([C@H]3CC[C@@]4([C@H](CC[C@H]4[C@@H]3[C@@H](C[C@@H]2C1)O)[C@@H](CCCC(=O)O)C)C)C)O)C1=CC=CC=C1 (R)-5-((3S,5R,7R,8R,9S,10S,13R,14S,17R)-3-([1,1'-biphenyl]-4-yl)-3,7-dihydroxy-10,13-dimethylhexadecahydro-1H-cyclopenta[a]phenanthren-17-yl)hexanoic acid